(cyclopropylmethyl)(methyl)((4-((5-(trifluoromethyl)-1,2,4-oxadiazol-3-yl)methyl)phenyl)imino)-λ6-sulfanone C1(CC1)CS(=O)(=NC1=CC=C(C=C1)CC1=NOC(=N1)C(F)(F)F)C